N2-(4-methyltetrahydro-2H-pyran-4-yl)-9-(piperidin-4-yl)-N8-(4-(trifluoromethyl)phenyl)-9H-purine-2,8-diamine CC1(CCOCC1)NC1=NC=C2N=C(N(C2=N1)C1CCNCC1)NC1=CC=C(C=C1)C(F)(F)F